N-methyl-3-(trimethoxysilyl)propylamine CNCCC[Si](OC)(OC)OC